N-(5-(((2S,4R)-4-((6-isopropoxypyrimidin-4-yl)oxy)-2-methylpyrrolidin-1-yl)methyl)thiazol-2-yl)acetamide C(C)(C)OC1=CC(=NC=N1)O[C@@H]1C[C@@H](N(C1)CC1=CN=C(S1)NC(C)=O)C